4-methanesulfonylphenyldiphenylsulfonium trifluoromethanesulfonate FC(S(=O)(=O)[O-])(F)F.CS(=O)(=O)C1=CC=C(C=C1)[S+](C1=CC=CC=C1)C1=CC=CC=C1